C(#N)CCNC1CCN(CC1)C(CN1N=C(C(=C1)NC(=O)C=1C=NN2C1N=CC=C2)C2=C(C=CC(=C2)SC)OC(F)F)=O N-[1-[2-[4-(2-cyanoethylamino)-1-piperidyl]-2-oxo-ethyl]-3-[2-(difluoromethoxy)-5-methylsulfanyl-phenyl]pyrazol-4-yl]pyrazolo[1,5-a]pyrimidine-3-carboxamide